O=S1(C2=C(C=C1)C=CC(=C2)NC(C(=C)C2=CC(=C(C(=C2)OC)OC)OC)=O)=O N-(1,1-dioxidobenzo[b]thiophen-6-yl)-2-(3,4,5-trimethoxyphenyl)acrylamide